tert-butyl ((1r,3r)-3-(4-(2-(4-((4-(2-hydroxylpropan-2-yl) pyrimidin-2-yl)oxy)phenyl)propan-2-yl)phenoxy)cyclobutyl)carbamate OC(C)(C)C1=NC(=NC=C1)OC1=CC=C(C=C1)C(C)(C)C1=CC=C(OC2CC(C2)NC(OC(C)(C)C)=O)C=C1